C1(CC1)C(F)(F)C1=C(C=CC=C1)S(=O)(=O)Cl (cyclopropyldifluoromethyl)benzene-1-sulfonyl chloride